(S)-N-((S)-3-(1H-indazol-5-yl)-2-(isopropyl(methyl)amino)propyl)-3-phenylbutanamide N1N=CC2=CC(=CC=C12)C[C@@H](CNC(C[C@H](C)C1=CC=CC=C1)=O)N(C)C(C)C